(phenyl)[di(phenyl)triazinylphenyl]dibenzothiophene methyl-4-(5-hydroxypentyl)benzoate COC(C1=CC=C(C=C1)CCCCCO)=O.C1(=CC=CC=C1)C1=C(C2=C(SC3=C2C=CC=C3)C=C1)C1=C(C(=C(C=C1)C1=CC=CC=C1)C1=CC=CC=C1)C1=NN=NC=C1